[Ir].N1=C(C=CC=C1)C1=NC=CC=C1 (2,2'-bipyridine) iridium